4-[1-[2-methyl-5-(1,1,2,2,2-pentafluoroethyl)-4-(trifluoromethyl)pyrazol-3-yl]pyrazol-4-yl]-2-pyrimidin-2-yl-5-(trifluoromethyl)pyrazol-3-amine CN1N=C(C(=C1N1N=CC(=C1)C1=C(N(N=C1C(F)(F)F)C1=NC=CC=N1)N)C(F)(F)F)C(C(F)(F)F)(F)F